O=CCCCCCCCCCC(OC1=C(C(=CC(=C1F)F)F)F)NC(=O)CCC(C(=O)O)N1CCN(CCN(CCN(CC1)CC(=O)O)CC(=O)O)CC(=O)O 4-{[11-oxo-l-1-(2,3,5,6-tetrafluorophenoxy)undecyl]carbamoyl}-2-[4,7,10-tris(carboxymethyl)-1,4,7,10-tetraazacyclododecan-1-yl]butanoic acid